O=C1NOCC1NC(=O)C1=CC=CC=2N1N=CC2 N-(3-oxoisoxazolidin-4-yl)pyrazolo[1,5-a]pyridine-7-carboxamide